1-(cyclopropyl-methyl)-8-(3-fluorophenyl)-8-methylamino-3-(5-methylsulfonyl-pyridin-2-yl)-1,3-diazaspiro[4.5]decan-2-one C1(CC1)CN1C(N(CC12CCC(CC2)(NC)C2=CC(=CC=C2)F)C2=NC=C(C=C2)S(=O)(=O)C)=O